(R)-N-((3aS,6aR,E)-2-benzylhexahydrocyclopenta[c]pyrrole-4(1H)-ylidene)-2-methylpropane-2-sulfinamide C(C1=CC=CC=C1)N1C[C@H]2[C@@H](C1)\C(\CC2)=N\[S@](=O)C(C)(C)C